lithium tetrathiophosphate boron trifluoride B(F)(F)F.P(=S)([S-])([S-])[S-].[Li+].[Li+].[Li+]